NC1=CC=C(C=N1)/C=C/C(=O)NCC=1OC2=C(C1)C=C(C=C2C2=CC=C(C=C2)F)C2=NC=C(C=C2)C(C2=CC=C(C=C2)F)=O (E)-3-(6-Aminopyridin-3-yl)-N-((5-(5-(4-fluorobenzoyl)pyridin-2-yl)-7-(4-fluorophenyl)benzofuran-2-yl)methyl)acrylamide